diethanol sodium sulfate S(=O)(=O)([O-])[O-].[Na+].C(C)O.C(C)O.[Na+]